2-(4'-fluoro-[1,1'-biphenyl]-4-yl)-6-methylpiperidine-3-carboxylic acid FC1=CC=C(C=C1)C1=CC=C(C=C1)C1NC(CCC1C(=O)O)C